ClC1=CC2=C(N(C(N=C2N2[C@H](CN(CC2)C(C=C)=O)C)=O)C2=C(C=CC=C2)C2(CC2)C)N=C1C1=C(C=CC=C1O)F 6-chloro-7-(2-fluoro-6-hydroxyphenyl)-1-(2-(1-methylcyclopropyl)phenyl)-4-((2S)-2-methyl-4-(2-propenoyl)-1-piperazinyl)pyrido[2,3-d]pyrimidin-2(1H)-one